β-dihydroxyethylmethylethylammonium OC(CCC[NH2+]C)O